C(=C)(C)C(CC=C(CCC(=O)[O-])C)CCC(=C)C 6-isopropenyl-3,9-dimethyl-3,9-decadienylcarboxylate